S1C=NC2=C1C=CC(=C2)CN(C(C(=O)O)=O)C2C(CCCC2)C 2-((benzo[d]thiazol-5-ylmethyl)(2-methylcyclohexyl)amino)-2-oxoacetic acid